BrC=1C=C2C(=NNC2=C(C1)CO)COCC[Si](C)(C)C 5-bromo-1-([2-(trimethylsilyl)ethoxy]methylindazol-7-yl)methanol